The molecule is a glycosyl alditol resulting from the formal condensation of beta-D-galactopyranose with the hydroxy group at position 3 of galactitol. It is a beta-D-galactoside and a glycosyl alditol. It derives from a galactitol. C([C@@H]1[C@@H]([C@@H]([C@H]([C@@H](O1)O[C@H]([C@H](CO)O)[C@H]([C@@H](CO)O)O)O)O)O)O